tert-butyl (S)-4-(2-(3-ethylmorpholino)-6-((3-methoxy-3-oxopropyl)sulfonyl) pyridin-4-yl)-4-(methylsulfonyl)piperidine-1-carboxylate C(C)[C@H]1COCCN1C1=NC(=CC(=C1)C1(CCN(CC1)C(=O)OC(C)(C)C)S(=O)(=O)C)S(=O)(=O)CCC(=O)OC